tetrahydro-1H-pyrrolizine-7a(5H)-carboxamide Methyl-hexahydro-1H-pyrrolizine-7a-carboxylate COC(=O)C12CCCN2CCC1.C1CCN2CCCC12C(=O)N